2-(4-chlorobenzylamino)-4-[4-(pyrrolidin-1-yl)piperidin-1-yl]quinoline Hydrochloride Salt Cl.ClC1=CC=C(CNC2=NC3=CC=CC=C3C(=C2)N2CCC(CC2)N2CCCC2)C=C1